FC1=C(C(=C(C(=C1[B-](C1=C(C(=C(C(=C1F)F)F)F)F)(C1=C(C(=C(C(=C1F)F)F)F)F)C1=C(C(=C(C(=C1F)F)F)F)F)F)F)F)F.CN(C1=CC=CC=C1)C dimethylaniline tetrakis(pentafluorophenyl)borate